5-(1-hexylcyclopropyl)resorcinol C(CCCCC)C1(CC1)C=1C=C(C=C(O)C1)O